(S)-2-amino-N-((3S,4S)-4-(3-chlorophenyl)-1-(imidazo[1,5-a]pyridine-8-carbonyl)piperidin-3-yl)-3-methylbutanamide N[C@H](C(=O)N[C@@H]1CN(CC[C@H]1C1=CC(=CC=C1)Cl)C(=O)C=1C=2N(C=CC1)C=NC2)C(C)C